8-bromo-2,4-dioxo-1,3-dihydroquinazoline-6-sulfonyl chloride BrC=1C=C(C=C2C(NC(NC12)=O)=O)S(=O)(=O)Cl